N(=[N+]=[N-])C(C)(C)C1=CN=C(C2=CN=C(C=C12)Cl)OCC1C(C1)C(=O)[O-] 2-(((4-(2-azidopropan-2-yl)-6-chloro-2,7-naphthyridin-1-yl)oxy)methyl)cyclopropane-1-carboxylate